(S)-3-(2-((3-chloro-1-cyclohexyl-1H-pyrazol-4-yl)amino)quinazolin-7-yl)-4-methyloxazolidin-2-one ClC1=NN(C=C1NC1=NC2=CC(=CC=C2C=N1)N1C(OC[C@@H]1C)=O)C1CCCCC1